C(C)(C)N1C=C(C=2C1=NC(=CN2)C(=O)OC)CCOC Methyl 5-isopropyl-7-(2-methoxyethyl)pyrrolo[2,3-b]pyrazine-3-carboxylate